C(C)(=O)N1C[C@H](CCC1)CN1N=CC(=C1C)C=1C=C(C=2N(C1)N=CC2C#N)SC2=NC=CC=C2F (S)-6-(1-((1-acetylpiperidin-3-yl)methyl)-5-methyl-1H-pyrazol-4-yl)-4-((3-fluoropyridin-2-yl)thio)pyrazolo[1,5-a]pyridine-3-carbonitrile